2-[4-[[(1r,2r)-2-hydroxycyclohexyl]amino]phthalazin-1-yl]-5-(trifluoromethyl)phenol O[C@H]1[C@@H](CCCC1)NC1=NN=C(C2=CC=CC=C12)C1=C(C=C(C=C1)C(F)(F)F)O